2-(isoxazol-5-yl)-6,6,9-trimethyl-3-pentyl-6H-benzo[c]chromen-1-ol O1N=CC=C1C1=C(C=2C3=C(C(OC2C=C1CCCCC)(C)C)C=CC(=C3)C)O